C(C)OC(=O)C1(CC=CCC1)C=1C(=NC=NC1Cl)N (4-amino-6-chloropyrimidin-5-yl)cyclohex-3-ene-1-carboxylic acid ethyl ester